NC1=NC2=C(N1)C(=CC=C2F)C2=C(C(=C(C=C2)S(=O)(=O)C2CN(C2)C(=O)OC(C)(C)C)S(N(CC2=CC=C(C=C2)OC)CC2=CC=C(C=C2)OC)(=O)=O)C2=NN=NN2CC2=CC=C(C=C2)OC tert-Butyl 3-((4-(2-amino-4-fluoro-1H-benzo[d]imidazol-7-yl)-2-(N,N-bis(4-methoxybenzyl)sulfamoyl)-3-(1-(4-methoxybenzyl)-1H-tetrazol-5-yl)phenyl)sulfonyl)azetidine-1-carboxylate